CN1C2=CC=CC=C2N(C=2C=CC=CC12)C=1C=C(C=CC1)C1=C(C(=C(C(=C1C=1SC2=C(N1)C=CC=C2)C=2SC1=C(N2)C=CC=C1)C1=CC(=CC=C1)N1C=2C=CC=CC2N(C2=CC=CC=C12)C)C=1SC2=C(N1)C=CC=C2)C=2SC1=C(N2)C=CC=C1 2,2',2'',2'''-(3,3''-bis(10-methylphenazin-5(10H)-yl)-[1,1':4',1''-terphenyl]-2',3',5',6'-tetrayl)tetrakis(benzo[d]thiazole)